FC(C(=O)O)(F)F.ClC=1C=C(C=C(C1)Cl)N1CCN(CC1)S(=O)(=O)C1=CC=C(C=C1)NC(C1=C(C=CC(=C1)CNC(=N)N)N(S(=O)(=O)C)C)=O N-[4-[4-(3,5-Dichlorophenyl)piperazin-1-yl]sulfonylphenyl]-5-(guanidinomethyl)-2-[methyl(methylsulfonyl)amino]benzamide trifluoroacetate